CC=1C=C(C=C(C1OCCC)C)C=1C=C2CC(C(C2=CC1)NC(O[C@@H]1CN2CCC1CC2)=O)(C)C (S)-quinuclidin-3-yl (5-(3,5-dimethyl-4-propoxyphenyl)-2,2-dimethyl-2,3-dihydro-1H-inden-1-yl)carbamat